ethyl 2-methyl-2-(phenylthio-carbonylthio)propionate CC(C(=O)OCC)(C)SC(=O)SC1=CC=CC=C1